Lithio 2-(4-bromo-2-fluorophenyl)-7-(4-fluorophenyl)pyrazolo[1,5-a]pyrimidine-5-carboxylate BrC1=CC(=C(C=C1)C1=NN2C(N=C(C=C2C2=CC=C(C=C2)F)C(=O)O[Li])=C1)F